(4-acetamidophenyl)(fluorosulfonyl)sulfamoylfluoride C(C)(=O)NC1=CC=C(C=C1)N(S(=O)(=O)F)S(=O)(=O)F